2-ethyl-6-((1-methyl-1H-benzo[d]imidazol-5-yl)amino)-1-(6-((1-methylpiperidin-4-yl)oxy)pyridin-2-yl)-1,2-dihydro-3H-pyrazolo[3,4-d]pyrimidin-3-one C(C)N1N(C2=NC(=NC=C2C1=O)NC1=CC2=C(N(C=N2)C)C=C1)C1=NC(=CC=C1)OC1CCN(CC1)C